ClC1=C(C=C(C2=C1NC(=N2)C(=O)O)F)F 7-chloro-4,6-difluoro-1H-benzo[d]imidazole-2-carboxylic acid